9,9'-(6-(9-(4,6-diphenyl-1,3,5-triazin-2-yl)-9H-carbazol-3-yl)-1,3,5-triazin-2,4-diyl)bis(9H-carbazole) C1(=CC=CC=C1)C1=NC(=NC(=N1)C1=CC=CC=C1)N1C2=CC=CC=C2C=2C=C(C=CC12)C1=NC(=NC(=N1)N1C2=CC=CC=C2C=2C=CC=CC12)N1C2=CC=CC=C2C=2C=CC=CC12